C(C=1C(C(=O)O)=CC=CC1)(=O)O.C(C=1C(C(=O)O)=CC=CC1)(=O)O.[B] boron di(phthalic acid)